ethyl ether 2HCl Cl.Cl.C(C)OCC